N-methyl-6-[4-(1-methylpyrazol-4-yl)-1H-indazol-7-yl]-N-(piperidin-4-yl)pyridazin-3-amine CN(C=1N=NC(=CC1)C=1C=CC(=C2C=NNC12)C=1C=NN(C1)C)C1CCNCC1